(R)-2-(4-(1-(tert-butoxycarbonyl)pyrrolidin-2-yl)-2-fluorophenyl)-6-methylbenzo[d]imidazo[2,1-b]thiazole-7-carboxylic acid C(C)(C)(C)OC(=O)N1[C@H](CCC1)C1=CC(=C(C=C1)C=1N=C2SC3=C(N2C1)C=C(C(=C3)C(=O)O)C)F